BrC1=C(C=CC(=C1)F)C(C)(C)O 2-(2-bromo-4-fluorophenyl)propan-2-ol